CCCCCCCC\C=C/CCCC (Z)-9-tetradecene